C(C)(C)(C)C1=C(C(=C(CN2C(N(C(N(C2=O)CC2=C(C(=C(C=C2C)C(C)(C)C)O)C)=O)CC2=C(C(=C(C=C2C)C(C)(C)C)O)C)=O)C(=C1)C)C)O tris(4-tert-butyl-3-hydroxy-2,6-dimethylbenzyl)-1,3,5-triazine-2,4,6(1H,3H,5H)-trione